((S)-1-hydroxy-3,3-dimethylbutan-2-yl)pyrazolo[1,5-a]pyrimidine-3-carboxamide OC[C@@H](C(C)(C)C)C1=NN2C(N=CC=C2)=C1C(=O)N